COC([C@H](NC(CCCO)=O)CC1=CC(=CC=C1)C(F)(F)F)=O N-(4-hydroxybutyryl)-3-(trifluoromethyl)-D-phenylalanine methyl ester